methyl 2-[1-(4-methylphenyl)-1H-pyrazol-4-yl]acetate CC1=CC=C(C=C1)N1N=CC(=C1)CC(=O)OC